COC1=CC=C(C=C1)C(C(=O)C1=CC=C(C=C1)OC)=O 1,2-Bis(4-methoxyphenyl)ethane-1,2-dione